N-(1-(((3R,3aS,6S,6aR)-6-aminohexahydrofuro[3,2-b]furan-3-yl)oxy)-3,6,9,12-tetraoxo-2,5,8,11-tetraazatridecan-13-yl)-3-(2,5-dioxo-2,5-dihydro-1H-pyrrol-1-yl)propanamide N[C@H]1CO[C@H]2[C@@H]1OC[C@H]2OCNC(CNC(CNC(CNC(CNC(CCN2C(C=CC2=O)=O)=O)=O)=O)=O)=O